C(C(=O)O)(=O)O.CC1=NN=C(O1)C1=CC=CC(=N1)OCCCN1CCN(CC1)C1=NSC2=C1C=CC=C2 3-(4-{3-[6-(5-methyl-[1,3,4]oxadiazol-2-yl)-pyridin-2-yloxy]-propyl}-piperazin-1-yl)-benzo[d]isothiazole oxalate salt